3-((1-Oxo-6-(3-(trifluoromethyl)-1H-pyrazol-4-yl)isoquinolin-2(1H)-yl)methyl)-N-(4-sulfamoylphenyl)benzamide O=C1N(C=CC2=CC(=CC=C12)C=1C(=NNC1)C(F)(F)F)CC=1C=C(C(=O)NC2=CC=C(C=C2)S(N)(=O)=O)C=CC1